C1(CC1)C1=NN(C=C1C1=NC(=CC=C1F)C)[C@@H]1C[C@H](C1)CNC=1C=C2CN(C(C2=CC1)=O)C1C(NC(CC1)=O)=O 3-(5-(((Trans-3-(3-cyclopropyl-4-(3-fluoro-6-methylpyridin-2-yl)-1H-pyrazol-1-yl)cyclobutyl)methyl)amino)-1-oxoisoindolin-2-yl)piperidine-2,6-dione